[Ir+3].N1=CC=CC2=C1C=CC=N2 (pyridopyridine) iridium (III)